CCCCCCCCCCCCCCCCCCCCCCCCCCCCCC tricontan